C(C)NCCNCC N,N'-diethylethane-1,2-diamine